N6-(5-fluoro-2-pyridyl)-1,3-benzothiazole-2,6-diamine tert-butyl-N-[6-[(5-fluoro-2-pyridyl)amino]-1,3-benzothiazol-2-yl]carbamate C(C)(C)(C)OC(NC=1SC2=C(N1)C=CC(=C2)NC2=NC=C(C=C2)F)=O.FC=2C=CC(=NC2)NC2=CC1=C(N=C(S1)N)C=C2